O=C1N(CC=2C=C3C(=CC12)C=CC1(O3)CCNCC1)C1C(NC(CC1)=O)=O 3-(6'-oxo-6',8'-dihydro-7'H-spiro[piperidine-4,2'-pyrano[2,3-f]isoindole]-7'-yl)piperidine-2,6-dione